C(#N)C1=CNC2=C(C=CC(=C12)F)NS(=O)(=O)C=1C=NN(C1)C(F)F N-(3-cyano-4-fluoro-1H-indol-7-yl)-1-(difluoromethyl)pyrazole-4-sulfonamide